CN(C(O[C@H]1CC[C@]2(CCCN12)CO)=O)C ((3S,7aR)-7a-(hydroxymethyl) hexahydro-1H-pyrrolizin-3-yl) dimethylcarbamate